BrC=1C(=C(C=NC1)[C@H]1N(C[C@@H](C1)O[Si](C)(C)C(C)(C)C)C(=O)OC(C)(C)C)Cl tert-butyl (2S,4R)-2-(5-bromo-4-chloropyridin-3-yl)-4-((tert-butyldimethylsilyl)oxy)pyrrolidine-1-carboxylate